CC1(COC2(C1)CCC(CC2)C2=C1N(N=C2CN(CCNC)C)CC2(C1)CC2)C N1-((3'-((5s,8s)-3,3-dimethyl-1-oxaspiro[4.5]decan-8-yl)-4'H,6'H-spiro[cyclopropane-1,5'-pyrrolo[1,2-b]pyrazol]-2'-yl)methyl)-N1,N2-dimethylethane-1,2-diamine